6-chloro-N-cyclobutyl-3-(trifluoromethyl)-1-((2-(trimethylsilyl)ethoxy)methyl)-1H-pyrrolo[2,3-b]pyridin-4-amine ClC=1C=C(C2=C(N1)N(C=C2C(F)(F)F)COCC[Si](C)(C)C)NC2CCC2